CN1C[C@@H]([C@H](CC1)NC(=O)C1=CC(=CC=2N(C=NC21)CC(F)(F)F)C#CCNC=2C(OC)=CC=C(C2)C(N(C)C)=O)C N-[(3S,4S)-1-methyl-3-methyl-4-piperidyl]-6-{3-[4-(N,N-dimethylcarbamoyl)-2-anisidino]-1-propynyl}-1-(2,2,2-trifluoroethyl)-1H-1,3-benzimidazole-4-carboxamide